2-(Phenylthio)anthraquinone C1(=CC=CC=C1)SC1=CC=2C(C3=CC=CC=C3C(C2C=C1)=O)=O